BrC=1C=CC=2N(C1)N=C(C2)NC(=O)NC2=NC(=CC=C2)C2=NN=CN2C(C)C 1-(6-bromo-pyrazolo[1,5-a]pyridin-2-yl)-3-(6-(4-isopropyl-4H-1,2,4-triazol-3-yl)pyridin-2-yl)urea